1-(1-bromoethyl)-4-(trifluoromethyl)benzene BrC(C)C1=CC=C(C=C1)C(F)(F)F